3,4-dihydroxyl-hydrocinnamic acid OC=1C=C(CCC(=O)O)C=CC1O